3-(4-Aminophenethyl)-2-(1-(4-bromophenyl)-3-(4-fluorophenyl)-1H-pyrazol-4-yl)-5-methyloxazole NC1=CC=C(CCN2C(OC(=C2)C)C=2C(=NN(C2)C2=CC=C(C=C2)Br)C2=CC=C(C=C2)F)C=C1